(5-methylpyridin-2-yl)carbamic acid CC=1C=CC(=NC1)NC(O)=O